bis(3,5-diisopropyl-4-vinyl-[1,1-biphenyl]-4-yl)butane-2,3-diimine palladium [Pd].C(C)(C)C1C=C(C=C(C1(C=C)C(C(C(C)=N)=N)C1(C(C=C(C=C1C(C)C)C1=CC=CC=C1)C(C)C)C=C)C(C)C)C1=CC=CC=C1